N-(2-methyl)acryloyl-2-(p-tolyl)benzimidazole CC(C(=O)N1C(=NC2=C1C=CC=C2)C2=CC=C(C=C2)C)=C